NC1=C(C(=C(C(=N1)S[C@H](C(=O)N)C1=CC=CC=C1)C#N)CC)C#N (S)-2-((6-amino-3,5-dicyano-4-ethylpyridin-2-yl)thio)-2-phenylacetamide